7-chloro-2-methyl-5-phenyl-2,5-dihydro-4H-pyrazolo[3,4-c]quinolin-4-one ClC=1C=CC=2C=3C(C(N(C2C1)C1=CC=CC=C1)=O)=NN(C3)C